FC1=C(CC2=C(N)C(=CC(=C2)C)C)C=CC=C1 2-(2-Fluorobenzyl)-4,6-dimethylaniline